(7-(5-(5-methyl-1,2,4-oxadiazol-3-yl)pyridin-3-yl)pyrazolo[1,5-a]pyridin-3-yl)(piperidin-1-yl)methanone CC1=NC(=NO1)C=1C=C(C=NC1)C1=CC=CC=2N1N=CC2C(=O)N2CCCCC2